N1C(C=CC2=CN=C3C(=C12)C=CC=C3)=O benzo[h][1,6]naphthyridin-2-one